F[C@@H]([C@@H](C(CO)=O)O)[C@H](O)CO 4-deoxy-4-fluoro-D-fructose